4'-amino-4-chloro-N-(3-fluorophenyl)-4''-sulfamoyl-[1,1':3',1''-terphenyl]-5'-carboxamide NC1=C(C=C(C=C1C(=O)NC1=CC(=CC=C1)F)C1=CC=C(C=C1)Cl)C1=CC=C(C=C1)S(N)(=O)=O